C(C)(=O)OC1(CCN(CC1)CC1=C(C=C(C=C1C)Br)C)C [1-[(4-bromo-2,6-dimethyl-phenyl)methyl]-4-methyl-4-piperidyl] acetate